[N+](=O)([O-])C1=CC=C(C=C1)B(O)O 4-nitrophenylboronic acid